O=CCCCCN1CCN(CC1)C(=O)OC(C)(C)C tert-butyl 4-(5-oxopentyl)piperazine-1-carboxylate